2,5-Dimethyl-7-(4,4,5,5-tetramethyl-1,3,2-dioxaborolan-2-yl)-1,2,3,4-Tetrahydroisoquinoline CN1CC2=CC(=CC(=C2CC1)C)B1OC(C(O1)(C)C)(C)C